ethyl dec-9-enoate C(CCCCCCCC=C)(=O)OCC